7-(2-((3aR,3bR,4aS,5R,5aS)-5-(4-Amino-7H-pyrrolo[2,3-d]pyrimidin-7-yl)-2,2-dimethyl-tetrahydrocyclopropa[3,4]cyclopenta[1,2-d][1,3]dioxol-3b(3aH)-yl)ethyl)quinoxalin-2-amine NC=1C2=C(N=CN1)N(C=C2)[C@@H]2[C@@H]1[C@]([C@@H]3[C@H]2OC(O3)(C)C)(C1)CCC1=CC=C3N=CC(=NC3=C1)N